N-((1R,4R)-4-(((2-((1-(difluoromethyl)-3-methyl-1H-pyrazol-4-yl)amino)-5-fluoropyrimidin-4-yl)oxy)methyl)cyclohexyl)acetamide FC(N1N=C(C(=C1)NC1=NC=C(C(=N1)OCC1CCC(CC1)NC(C)=O)F)C)F